O[C@H]1C[C@H](C2(C1)CCN(CC2)C(=O)OC(C)(C)C)NS(=O)C(C)(C)C tert-butyl (1R,3R)-3-hydroxy-1-[(2-methylpropane-2-sulfinyl)amino]-8-azaspiro[4.5]decane-8-carboxylate